N-(cyclopropylmethyl)-5,6-bis(4-hydroxyphenyl)-N-(4-methoxyphenyl)-7-oxabicyclo[2.2.1]hept-5-ene-2-sulfonamide C1(CC1)CN(S(=O)(=O)C1C2C(=C(C(C1)O2)C2=CC=C(C=C2)O)C2=CC=C(C=C2)O)C2=CC=C(C=C2)OC